(2S,4R)-4-fluoro-N-(2-methylpyridin-4-yl)pyrrolidine-2-carboxamide hydrochloride Cl.F[C@@H]1C[C@H](NC1)C(=O)NC1=CC(=NC=C1)C